CC1CC(CCC1)NCNC1CC(CCC1)C 3,3'-dimethyl-methylene-di(cyclohexylamine)